2-(1-((benzyloxy)methyl)bicyclo[1.1.1]pentan-2-yl)-6-methoxypyridine C(C1=CC=CC=C1)OCC12C(C(C1)C2)C2=NC(=CC=C2)OC